C(C)NC1=CC(=CC(=N1)C(=O)NC=1C=C(C(=O)OC)C=C(C1O)C(F)(F)F)C1=C(C=C(C=C1)F)C1=NN=CN1C Methyl 3-[6-(ethylamino)-4-[4-fluoro-2-(4-methyl-1,2,4-triazol-3-yl)-phenyl]-pyridine-2-amido]-4-hydroxy-5-(trifluoromethyl)-benzoate